(2R,6S)-N-{2-[(4-fluorophenyl)methyl]-2-azaspiro[3.3]heptan-6-yl}-2,6-dimethyl-4-[5-(trifluoromethyl)pyrimidin-2-yl]piperazine-1-carboxamide FC1=CC=C(C=C1)CN1CC2(C1)CC(C2)NC(=O)N2[C@@H](CN(C[C@@H]2C)C2=NC=C(C=N2)C(F)(F)F)C